N-(PROPAN-2-YL)BENZAMIDE CC(C)NC(C1=CC=CC=C1)=O